ethyl 2-[4-(difluoromethyl)-6-[4-[2-[4-(hydroxymethyl)-1-piperidyl]ethoxy]phenyl]-7-methyl-indazol-2-yl]-2-[(6R)-6-fluoro-6,7-dihydro-5H-pyrrolo[1,2-c]imidazol-1-yl]acetate FC(C=1C2=CN(N=C2C(=C(C1)C1=CC=C(C=C1)OCCN1CCC(CC1)CO)C)C(C(=O)OCC)C1=C2N(C=N1)C[C@@H](C2)F)F